methyl 3-amino-4-methylthiophene-2-carboxylate NC1=C(SC=C1C)C(=O)OC